CC1=C(C(=CC=C1)C)C=1N=C2NS(C=3C=CC=C(C(N4CCN(C[C@@H](OC(C1)=N2)C4)C(CC)CC)=O)C3)(=O)=O (16R)-12-(2,6-Dimethylphenyl)-18-(1-ethylpropyl)-8,8-dioxo-15-oxa-8λ6-thia-1,9,11,18,22-pentazatetracyclo[14.4.1.13,7.110,14]tricosa-3,5,7(23),10,12,14(22)-hexaen-2-one